OCC1CN2C(O1)=C(C=N2)S(=O)(N)=N (hydroxymethyl)-2,3-dihydropyrazolo[5,1-b]oxazole-7-sulfonimidamide